5-ethyl-2-[(2-methylphenyl)amino]-1,3-thiazol-4(5H)-one C(C)C1C(N=C(S1)NC1=C(C=CC=C1)C)=O